5-[5-({cis-3-[3-(trifluoromethoxy)phenoxy]cyclobutyl}oxy)pyrazin-2-yl]isoxazol-3-ol FC(OC=1C=C(O[C@H]2C[C@H](C2)OC=2N=CC(=NC2)C2=CC(=NO2)O)C=CC1)(F)F